The molecule is an amino acid zwitterion obtained by transfer of a proton from the carboxy to the amino group of 5-amino-5-deoxy-3-dehydroshikimic acid; major species at pH 7.3. It is a tautomer of a 5-amino-5-deoxy-3-dehydroshikimic acid. C1[C@H]([C@@H](C(=O)C=C1C(=O)[O-])O)[NH3+]